CN(C)CC=1C=C(C=CC1)O 3-((dimethylamino)methyl)phenol